IC=1C=NN(C1C)C1CCS(CC1)(=O)=O 4-(4-iodo-5-methyl-pyrazol-1-yl)thiane 1,1-dioxide